C(COCCOCCOCCOCCC(=O)O)C(=O)O 3,6,9,12-tetraoxatetradecane-1,14-dicarboxylic acid